2-((2-(4-(tert-Butyl)pyridin-2-yl)-6-fluoro-1H-indol-5-yl)thio)-2-methylpropanoic acid C(C)(C)(C)C1=CC(=NC=C1)C=1NC2=CC(=C(C=C2C1)SC(C(=O)O)(C)C)F